D-Malic Acid C([C@H](O)CC(=O)O)(=O)O